(S)-(4-((5-Chloro-4-(8-fluoro-2-(2-hydroxypropan-2-yl)-3-methyl-3,4-dihydro-5-oxa-1,2a-diazaacenaphthylene-6-yl)pyrimidin-2-yl)amino)-3-fluorophenyl)(4-ethylpiperazin-1-yl)methanone ClC=1C(=NC(=NC1)NC1=C(C=C(C=C1)C(=O)N1CCN(CC1)CC)F)C1=C2OC[C@@H](N3C(=NC(C(=C1)F)=C32)C(C)(C)O)C